C(#N)C=1C=CC2=CN(N=C2C1NCC(=O)O)CC1=C2C=CNC2=C(C=C1OC)C (6-cyano-2-((5-methoxy-7-methyl-1H-indol-4-yl)methyl)-2H-indazol-7-yl)glycine